2-(4-(N-isobutyl-N-(2-methoxy-2-oxoethyl)sulfamoyl)phenoxy)acetic acid C(C(C)C)N(S(=O)(=O)C1=CC=C(OCC(=O)O)C=C1)CC(=O)OC